1-cycloheptadecen-10-one C1=CCCCCCCCC(CCCCCCC1)=O